4-((4-cyclopropyl-2-(N-methyl-methanesulfonamido)phenyl)amino)-N-ethoxy-6-(pyridazin-3-ylamino)nicotinamide C1(CC1)C1=CC(=C(C=C1)NC1=CC(=NC=C1C(=O)NOCC)NC=1N=NC=CC1)N(S(=O)(=O)C)C